C1(=CC=CC=C1)S(=O)(=O)NC=1C=C(C=C(C1)C)/C=C/[C@@H](CCOC1=C(C=CC=C1)CCC(=O)O)O 3-[2-[(E,3R)-5-[3-(Benzenesulfonamido)-5-methylphenyl]-3-hydroxypent-4-enoxy]phenyl]propanoic acid